C1=CC=NC(=C1)NS(=O)(=O)C2=CC=C(C=C2)NO The molecule is a pyridine having a 4-hydroxyaminobenzenesulfonamido group at the 2-position. It has a role as a drug metabolite and an allergen. It is a member of pyridines and a sulfonamide. It derives from a sulfanilamide.